Tert-butyl (1R,3s,5S)-3-(((benzyloxy)carbonyl)(methyl)amino)-8-azabicyclo[3.2.1]octane-8-carboxylate C(C1=CC=CC=C1)OC(=O)N(C1C[C@H]2CC[C@@H](C1)N2C(=O)OC(C)(C)C)C